3-(3-(Difluoromethyl)-4-fluorophenyl)-1-((4-(2-hydroxypropyl)-5-(trifluoromethyl)-1H-pyrazol-3-yl)methyl)-1-(2-methoxypyrimidin-5-yl)urea FC(C=1C=C(C=CC1F)NC(N(C=1C=NC(=NC1)OC)CC1=NNC(=C1CC(C)O)C(F)(F)F)=O)F